2-amino-3,4-dimethoxybenzoic acid NC1=C(C(=O)O)C=CC(=C1OC)OC